(2R)-1-tert-butoxycarbonyl-2-(hydroxymethyl)pyrrolidine-2-carboxylic acid C(C)(C)(C)OC(=O)N1[C@@](CCC1)(C(=O)O)CO